7,7-difluoro-4-isoindolin-5-yl-2-[(2S)-2-methylazetidin-1-yl]-5,6-dihydrocyclopenta[d]pyrimidine FC1(CCC2=C1N=C(N=C2C=2C=C1CNCC1=CC2)N2[C@H](CC2)C)F